O=C(C(CC1=CC=CC=C1)N1C(CCC1=O)=O)N1CCN(CC1)C1=CC=CC=C1 1-(1-Oxo-3-Phenyl-1-(4-Phenylpiperazin-1-yl)Prop-2-yl)Pyrrolidine-2,5-Dione